5-chloro-N-[(2S)-1-({(1S)-1-cyano-2-[(3S)-2-oxopyrrolidin-3-yl]ethyl}amino)-4,4-dimethyl-1-oxopentan-2-yl]-1H-pyrrolo[3,2-b]pyridine-2-carboxamide ClC1=CC=C2C(=N1)C=C(N2)C(=O)N[C@H](C(=O)N[C@@H](C[C@H]2C(NCC2)=O)C#N)CC(C)(C)C